IC1C(N(C=2N(CC1)N=CC2C)C)=O 6-iodo-3,4-dimethyl-7,8-dihydro-4H-pyrazolo[1,5-a][1,3]diazepin-5(6H)-one